NC=1C=NC2=CC=CC=C2C1N[C@@H](C(C)(O)C)COCC (3R)-3-[(3-amino-4-quinolinyl)amino]-4-ethoxy-2-methyl-butan-2-ol